(5R)-2-[2-Fluoro-4-(hydroxymethyl)phenyl]-N-[(3S)-9-fluoro-2-oxo-5-phenyl-1,3-dihydro-1,4-benzodiazepin-3-yl]-5-methyl-6,7-dihydro-5H-pyrazolo[5,1-b][1,3]oxazine-3-carboxamide FC1=C(C=CC(=C1)CO)C1=NN2C(O[C@@H](CC2)C)=C1C(=O)N[C@@H]1C(NC2=C(C(=N1)C1=CC=CC=C1)C=CC=C2F)=O